NC1C(C(O)=O)(O)O[C@H]([C@@H]([C@H]1O)N)[C@H](O)[C@H](O)CO Aminoneuraminic Acid